O1C(C=CC=C1)[C@]([C@@]1(C(=C(C(=O)O1)O)O)C1[C@H](O)[C@@H](O)[C@H](O)[C@H](O1)CO)(O)CO pyranyl-glucosyl-L-ascorbic acid